[Na].CSCCC1C(NC(N1)=O)=O 5-(2-methylmercaptoethyl)-hydantoin sodium